5-[6-(2-cyclopropylethynyl)-5-[(1S,2S)-2-(Trifluoromethyl)cyclopropyl]pyridazin-3-yl]-1H-pyrimidine-2,4-dione C1(CC1)C#CC1=C(C=C(N=N1)C=1C(NC(NC1)=O)=O)[C@@H]1[C@H](C1)C(F)(F)F